FC1=C(COC(C(=C)C)=O)C(=C(C(=C1F)F)F)F (2,3,4,5,6-pentafluorobenzyl)methacrylate